CN1N=CC(=C1)NC1=NC=C2C(=N1)N(N(C2=O)CC=C)C2=NC(=CC=C2)OC2CC1CCC(C2)N1C 6-[(1-methyl-1H-pyrazol-4-yl)amino]-1-(6-{[(trans)-8-methyl-8-azabicyclo[3.2.1]octan-3-yl]oxy}pyridin-2-yl)-2-(prop-2-en-1-yl)-1H,2H,3H-pyrazolo[3,4-d]pyrimidin-3-one